NC1=NC=C(C2=CC=CC=C12)N1N=CC(=C1C(F)(F)F)C(=O)NC=1C=NC(=C(C1)Cl)N1N=CC=N1 1-(1-aminoisoquinolin-4-yl)-N-(5-chloro-6-(2H-1,2,3-triazol-2-yl)pyridin-3-yl)-5-(trifluoromethyl)-1H-pyrazole-4-carboxamide